[La].NC1=C(C(=O)O)C=CC(=C1)C(=O)O aminoterephthalic acid lanthanum